tert-butyl (1-(4-(hydroxymethyl)-2-methoxybenzyl)-7-(((5-methyl-1,2,4-oxadiazol-3-yl)methyl)amino)-1H-pyrazolo[4,3-d]pyrimidin-5-yl)carbamate OCC1=CC(=C(CN2N=CC=3N=C(N=C(C32)NCC3=NOC(=N3)C)NC(OC(C)(C)C)=O)C=C1)OC